N-(2-(4-carbamoylpiperidin-1-yl)-4-((4-(7-((2-(2,6-dioxopiperidin-3-yl)-1,3-dioxoisoindolin-4-yl)amino)heptanoyl)piperazin-1-yl)methyl)phenyl)-2-morpholinooxazole-4-carboxamide C(N)(=O)C1CCN(CC1)C1=C(C=CC(=C1)CN1CCN(CC1)C(CCCCCCNC1=C2C(N(C(C2=CC=C1)=O)C1C(NC(CC1)=O)=O)=O)=O)NC(=O)C=1N=C(OC1)N1CCOCC1